[N+](=O)([O-])[O-].[Na+].C(CCC(=O)N)(=O)N succinamide sodium nitrate